C1(CC=CCC1)C(=O)OCC(C)C isobutyl 3-cyclohexene-1-carboxylate